3-(trans-4-((dimethylamino)methyl)cyclohexyl)-6-methylpyrazolo[1,5-a]pyridine CN(C)C[C@@H]1CC[C@H](CC1)C=1C=NN2C1C=CC(=C2)C